(1S,2S)-N-(5-(3-chloro-1H-pyrrolo[2,3-b]pyridin-5-yl)pyrazolo[1,5-a]pyridin-2-yl)-2-fluorocyclopropane-1-carboxamide ClC1=CNC2=NC=C(C=C21)C2=CC=1N(C=C2)N=C(C1)NC(=O)[C@H]1[C@H](C1)F